OC=1C(=C(C=NC1C)COC1=C(OP(=O)=N[C@H](C(=O)OC(C)C)CC(C)C)C=CC=C1)CO (2S)-Isopropyl 2-(((5-hydroxy-4-(hydroxymethyl)-6-methylpyridin-3-yl)methoxy)(phenoxy)phosphorylamino)-4-methylpentanoate